ClC1=CC=C(C=C1)C1=NNC(=C1)C(=O)NC1=CNC2=CC(=C(C=C12)F)F 3-(4-chlorophenyl)-N-(5,6-difluoro-1H-indol-3-yl)-1H-pyrazole-5-carboxamide